2-(2,6-dichlorophenyl)-1-((1S,3R)-3-(hydroxymethyl)-5-(2-hydroxypropan-2-yl)-1-Methyl-3,4-dihydroisoquinolin-2(1H)-yl)ethan-1-one ClC1=C(C(=CC=C1)Cl)CC(=O)N1[C@H](C2=CC=CC(=C2C[C@@H]1CO)C(C)(C)O)C